C1(CC2C(CC1)O2)C[Si](OCC)(OCC)OCC (3,4-Epoxycyclohexyl)methyltriethoxysilane